FC=1C=C(C=CC1C=1N=NNC1)NC(=O)C1=C(N=C(NC1=O)SC(C)C)O N-(3-fluoro-4-(1H-1,2,3-triazol-4-yl)phenyl)-4-hydroxy-2-(isopropylsulfanyl)-6-oxo-1,6-dihydropyrimidine-5-carboxamide